NC=1C2=C(N(C(N1)=O)CC(=O)OC(C)(C)C)C=C(C=N2)N2CCOCC2 tert-butyl [4-amino-7-(morpholin-4-yl)-2-oxopyrido[3,2-d]pyrimidin-1(2H)-yl]acetate